4,4,5,5-tetramethyl-2-(5-phenyl-1-naphthalenyl)-1,3,2-dioxaborolane CC1(OB(OC1(C)C)C1=CC=CC2=C(C=CC=C12)C1=CC=CC=C1)C